NCCCNC(F)(F)F 1-amino-3-(trifluoromethylamino)propan